11-chloro-N,N-bis(4-isopropylphenyl)dipyrrolo[3,2,1-de:3',2',1'-kl]phenazin-2-amine ClC1=C2N3C4=C(C=CC=C4N4C2=C(C=C1)C=C4)C(=C3)N(C3=CC=C(C=C3)C(C)C)C3=CC=C(C=C3)C(C)C